5-Bromo-N2-(5-methoxy-2-methylphenyl)-N4-(pyridin-2-yl)pyrimidine-2,4-diamine BrC=1C(=NC(=NC1)NC1=C(C=CC(=C1)OC)C)NC1=NC=CC=C1